CC1=C(C=CC(=C1)CC\C=C\C)C1=CC=CC=C1 methyl-4-(trans-pent-3-en-1-yl)biphenyl